trans-2-((4-(4-(5-Chlorothiophen-2-yl)-5-methyl-4H-1,2,4-triazol-3-yl)cyclohexyl)oxy)pyridin ClC1=CC=C(S1)N1C(=NN=C1C)[C@@H]1CC[C@H](CC1)OC1=NC=CC=C1